IC=1OC(=C(N1)C(=O)OC)C methyl 2-iodo-5-methyloxazole-4-carboxylate